OCC[C@@H](CC(=C)C)C=1C=C2C=C(NC2=CC1)C(=O)N(C1=CC=CC=C1)C (R)-5-(1-hydroxy-5-methyl-hex-5-en-3-yl)-N-methyl-N-phenyl-1H-indole-2-carboxamide